C([2H])([2H])([2H])C1(OC(CC1)N1C2=NC(=NC(=C2N=C1)NC([2H])([2H])[2H])C=1C=NC=C(C1)C#CC)C(=O)N (methyl-d3)-5-(6-((methyl-d3)-amino)-2-(5-(prop-1-yne-1-yl)pyridin-3-yl)-9H-purin-9-yl)tetrahydrofuran-2-carboxamide